C(CCC(=O)O)(=O)OC1=CC(C(C)C)=CC=C1C carvacryl hydrogen succinate